3-amino-N-(2-methoxyethyl)-4-(methylamino)benzamide NC=1C=C(C(=O)NCCOC)C=CC1NC